N1=C(C=CC=C1)NC(=O)NC(NC1=CC=CC=C1)=O 1-(2-Pyridyl)-3-(phenylcarbamoyl)urea